6-((5-(4-(4-cyanophenyl)piperidine-1-carbonyl)-2-methylphenyl)amino)-N-cyclopropylnicotinamide C(#N)C1=CC=C(C=C1)C1CCN(CC1)C(=O)C=1C=CC(=C(C1)NC1=NC=C(C(=O)NC2CC2)C=C1)C